METHYL-3-HYDROXY-5-METHYLADAMANTANE CC12CC3(CC(CC(C1)C3)(C2)C)O